ClC=1C=C(C=CC1)C1=NN=C(S1)C1=NN(C(C=C1)=O)CC(=O)OC methyl 2-[3-[5-(3-chlorophenyl)-1,3,4-thiadiazol-2-yl]-6-oxopyridazin-1-yl]acetate